1-(1H-Benzo[d]imidazol-5-yl)-5-(3-chlorophenyl)imidazolidin-2-on N1C=NC2=C1C=CC(=C2)N2C(NCC2C2=CC(=CC=C2)Cl)=O